ClC=1C=C(C(=O)NC2=CC(=C(C=C2)N2CCNCC2)C)C=CC1C=1CCNCC1 3-chloro-N-(3-methyl-4-(piperazin-1-yl)phenyl)-4-(1,2,3,6-tetrahydropyridin-4-yl)benzamide